FC=1C=C(C=CC1)C=1C=NC(=NC1)NC1=C(C=CC(=C1)C1=NC2=C(N1)C=C(C=C2)C(F)(F)F)O 2-{[5-(3-Fluorophenyl)pyrimidin-2-yl]amino}-4-[6-(trifluoromethyl)-1H-benzo[d]imidazol-2-yl]phenol